(S)-(1-(2-((1-(3,4,5-trimethoxyphenyl)-1H-imidazol-4-yl)amino)-7H-pyrrolo[2,3-D]pyrimidin-4-yl)pyrrolidin-2-yl)methanol COC=1C=C(C=C(C1OC)OC)N1C=NC(=C1)NC=1N=C(C2=C(N1)NC=C2)N2[C@@H](CCC2)CO